CC1=CC=C(C=C1)S(=O)(=O)OC[C@@H]1CN(CC1)C(=O)OC(C)(C)C tert-butyl (3S)-3-[(4-methylphenyl)sulfonyloxymethyl]pyrrolidine-1-carboxylate